N-((E)-N'-((Z)-((R)-3-(4-chlorophenyl)-4-(thiophen-2-yl)-5,6-dihydropyridazin-1(4H)-yl)(((4-(trifluoromethyl)phenyl)sulfonyl)imino)methyl)carbamoyl)acetamide ClC1=CC=C(C=C1)C1=NN(CC[C@H]1C=1SC=CC1)\C(\NC(=O)NC(C)=O)=N/S(=O)(=O)C1=CC=C(C=C1)C(F)(F)F